ClC=1C(=C(C(=CC1)F)C1=NC=NC(=C1)OC)F 4-(3-chloro-2,6-difluorophenyl)-6-methoxypyrimidine